S1C(=CC2=C1C=CC=C2)C2=C(C=NC1=CC=CC=C21)C(=O)OCC ethyl 4-(benzothien-2-yl)-quinoline-3-carboxylate